(2R,3R,4R)-4-(2-Methoxyethyl)-2-(4-methoxyphenyl)-2,3,4,9-tetrahydro-1H-carbazol-3-amine COCC[C@H]1[C@@H]([C@H](CC=2NC3=CC=CC=C3C12)C1=CC=C(C=C1)OC)N